6-[(2S)-2-aminopropyl]-2-chloro-N-[(3-fluorothiophen-2-yl)methyl]-7-methylthieno[3,2-d]pyrimidin-4-amine N[C@H](CC1=C(C=2N=C(N=C(C2S1)NCC=1SC=CC1F)Cl)C)C